7-bromo-1-((E)-3-((2R,3S)-3-hydroxypiperidin-2-yl)allyl)-1H-indole-3-carboxylic acid dihydrochloride Cl.Cl.BrC=1C=CC=C2C(=CN(C12)C\C=C\[C@H]1NCCC[C@@H]1O)C(=O)O